BrC=1C=C(C(=C(C1)O)[C@H]1[C@@H](CCC(=C1)C)C(=C)C)O (1'R,2'R)-4-bromo-5'-methyl-2'-(prop-1-en-2-yl)-1',2',3',4'-tetrahydro-[1,1'-biphenyl]-2,6-diol